1,2,3-Cyclopropanetriylidentris[2,6-dichloro-3,5-difluoro-4-(trifluoromethyl)benzeneacetonitrile] C1(C(C1=C(C#N)C1=C(C(=C(C(=C1Cl)F)C(F)(F)F)F)Cl)=C(C#N)C1=C(C(=C(C(=C1Cl)F)C(F)(F)F)F)Cl)=C(C#N)C1=C(C(=C(C(=C1Cl)F)C(F)(F)F)F)Cl